C(C)OCC1=NN=C(S1)N 5-(ethoxymethyl)-1,3,4-thiadiazol-2-amine